terphenylacetyl-pyridine C=1(C(=CC=CC1)CC(=O)C1=NC=CC=C1)C=1C(=CC=CC1)C1=CC=CC=C1